[I-].C1(CCCCC1)OC(=O)OC([N+]1(CCC=C(C1)C1=NSN=C1OCCCCCC)C)C1=CC=CC=C1 1-((((Cyclohexyloxy)carbonyl)oxy)(phenyl)methyl)-5-(4-(hexyloxy)-1,2,5-thiadiazol-3-yl)-1-methyl-1,2,3,6-tetrahydropyridin-1-ium iodide